2-(2-butoxy-ethoxy)-ethanol C(CCC)OCCOCCO